ClC=1C=C2C=C(C=NC2=C(C1)F)N 6-chloro-8-fluoroquinolin-3-amine